IC=1C=C(N(C)C)C=CC1 3-iodo-N,N-dimethylaniline